4-cyano-2-(4-(trifluoromethyl)phenyl)quinoline-7-carboxylic acid C(#N)C1=CC(=NC2=CC(=CC=C12)C(=O)O)C1=CC=C(C=C1)C(F)(F)F